tert-butyl (3-(4-(4-bromophenyl)-1H-pyrazol-1-yl)propyl)carbamate BrC1=CC=C(C=C1)C=1C=NN(C1)CCCNC(OC(C)(C)C)=O